ClC1=CC=C(C(=N1)C=1C=NN(C1)C)NC(C)C=1C=2C3=C(N(C(C2C=C(C1)C#N)=O)C)N(N=C3)C3CCN(CC3)C 9-[1-[[6-chloro-2-(1-methylpyrazol-4-yl)-3-pyridinyl]amino]ethyl]-4-methyl-3-(1-methyl-4-piperidinyl)-5-oxo-pyrazolo[3,4-c]isoquinoline-7-carbonitrile